(3R)-3-(7-{[(2R)-2-cyclopropyl-7-hydroxy-2,3-dihydropyrido[2,3-f][1,4]oxazepin-4(5H)-yl]methyl}-1-benzothiophen-5-yl)-3-(1,4-dimethyl-1H-benzotriazol-5-yl)propanoic acid C1(CC1)[C@H]1OC2=C(CN(C1)CC1=CC(=CC=3C=CSC31)[C@@H](CC(=O)O)C3=C(C1=C(N(N=N1)C)C=C3)C)N=C(C=C2)O